4-(6-(5-(6-methylpyridin-2-yl)-1H-imidazol-4-yl)-1,5-naphthyridin-3-yl)cyclohex-3-en-1-amine CC1=CC=CC(=N1)C1=C(N=CN1)C=1N=C2C=C(C=NC2=CC1)C1=CCC(CC1)N